N-(2-(methacryloyloxy)ethyl)-N,3-dimethyl-N-(2,2,2-trifluoroethyl)but-2-en-1-aminium trifluoromethanesulfonate FC(S(=O)(=O)[O-])(F)F.C(C(=C)C)(=O)OCC[N+](CC=C(C)C)(CC(F)(F)F)C